OCC1(CC(C1)C(=O)OC(C)(C)C)[N+](=O)[O-] Tert-butyl trans-3-(hydroxymethyl)-3-nitrocyclobutanecarboxylate